FC1=CC=C(C=C1)C1C(C1C1=CC=C(C=C1)F)C1=NC(=NO1)[C@H](C)NC(OC(C)(C)C)=O tert-butyl ((1S)-1-(5-(2,3-bis(4-fluorophenyl)cyclopropyl)-1,2,4-oxadiazol-3-yl)ethyl)carbamate